[1-(5-chloro-1,3-benzothiazol-2-yl)-1H-1,2,4-triazol-5-yl]methanamine ClC=1C=CC2=C(N=C(S2)N2N=CN=C2CN)C1